C(C)(=O)C1=C(C2=C(N=C(N=C2)NC2=NC=C(C=C2)S(=O)(=O)N2CCOCC2)N(C1=O)C1CCCC1)C 6-acetyl-8-cyclopentyl-5-methyl-2-[5-(morpholine-4-sulfonyl)-pyridin-2-ylamino]-8H-pyrido[2,3-d]Pyrimidin-7-one